methyl 4-hydroxy-2'-oxo-spiro[cyclohexane-1,3'-indoline]-5'-carboxylate OC1CCC2(C(NC3=CC=C(C=C23)C(=O)OC)=O)CC1